carbazole monoazide [N-]=[N+]=[N-].C1=CC=CC=2C3=CC=CC=C3NC12